OCC(=O)N1CC2(CN(C2)C2=CC=C(C=C2)NC(=O)C=2C=NN3C2N=CC=C3)C1 N-(4-(6-(2-hydroxyacetyl)-2,6-diazaspiro[3.3]heptane-2-yl)phenyl)pyrazolo[1,5-a]Pyrimidine-3-carboxamide